C(#N)C=1C=C(C=CC1)C=1N=C(SC1C1=CC(=NC(=C1)C)CO)NC(=O)N1CCS(CC1)=O N-[4-(3-cyanophenyl)-5-[2-(hydroxymethyl)-6-methyl-4-pyridyl]thiazol-2-yl]-1-oxo-1,4-thiazinane-4-carboxamide